COC=1C=CC(=NC1)NC(=O)N1CCC2(CC1)CCC(CC2)N(C=2C1=C(N=CN2)NC=C1)C N-(5-Methoxypyridin-2-yl)-9-(methyl(7H-pyrrolo[2,3-d]pyrimidin-4-yl)amino)-3-azaspiro[5.5]undecan-3-carboxamid